C(C)OC1=CC(C2CCC1C2)=O 4-ethoxybicyclo[3.2.1]-3-octen-2-one